C(C1=CC=CC=C1)N1CCN(CCC1)S(=O)(=O)C1=CC=C(C=C1)NC(=O)NCC=1C=NC=CC1 1-[4-(4-benzyl-1,4-diazepane-1-sulfonyl)phenyl]-3-(pyridin-3-ylmethyl)urea